BrC1=CC=C2C=NN(C2=C1OC)C(C#N)C (6-bromo-7-methoxy-1H-indazol-1-yl)propionitrile